ClC1([C@H]2CN([C@@H]([C@@H]12)C(=O)O)C([C@H](C(C)(C)C)NC(C(F)(F)F)=O)=O)Cl (1S,2S,5R)-6,6-dichloro-3-((S)-3,3-dimethyl-2-(2,2,2-trifluoroacetylamino)butanoyl)-3-azabicyclo[3.1.0]hexane-2-carboxylic acid